C(C=C)(=O)OC(C(=O)O)(C)C acryloyloxy-2-methylpropanoic acid